NC1CCC(CC1)N1CCN(CC1)C1=C(C=CC=C1)C(=O)C1=C(C=CC=C1)N1CCN(CC1)C1CCC(CC1)N (4-((1R,4R)-4-aminocyclohexyl)piperazin-1-yl)(phenyl)ketone